ethyl (E)-3-(3-amino-6-(trifluoromethyl)pyridin-2-yl)acrylate NC=1C(=NC(=CC1)C(F)(F)F)/C=C/C(=O)OCC